C(#N)C1=C(C(=C(C=C1C)C(C)O)OC)C1CN(C1)C(=O)OC(C)(C)C tert-butyl 3-[2-cyano-5-(1-hydroxyethyl)-6-methoxy-3-methylphenyl]azetidine-1-carboxylate